2-methyl-3-(p-isopropylphenyl)propionaldehyde CC(C)C1=CC=C(C=C1)CC(C)C=O